3-(4-fluorophenyl)urea FC1=CC=C(C=C1)NC(N)=O